4-(4-(Phenylsulfonyl)-3,4-dihydro-2H-pyrido[4,3-b][1,4]oxazin-8-yl)benzonitrile C1(=CC=CC=C1)S(=O)(=O)N1C2=C(OCC1)C(=CN=C2)C2=CC=C(C#N)C=C2